OC(C[NH+]1CCCC1)CO 2,3-dihydroxypropylpyrrolidinium